C(C1=CC=CC=C1)OC=1C(NC=C(C1)Br)O 3-Benzyloxy-5-bromo-1,2-dihydro-pyridin-2-ol